2-amino-1,3-propanediol glycolate C(CO)(=O)OCC(CO)N